2-bromo-5-[(methylsulfanyl)methyl]-1,3,4-thiadiazole BrC=1SC(=NN1)CSC